N-(4-chlorophenyl)-5-(4-isopropylphenyl)-N-methyloxazole-2-carboxamide ClC1=CC=C(C=C1)N(C(=O)C=1OC(=CN1)C1=CC=C(C=C1)C(C)C)C